C(N)(=O)C1CN(C1)C1=CC(=C2C(C(=CN(C2=N1)C=1SC=CN1)C(=O)O)=O)C 7-(3-carbamoyl-azetidin-1-yl)-5-methyl-4-oxo-1-(1,3-thiazol-2-yl)-1,4-dihydro-1,8-naphthyridine-3-carboxylic acid